N-(2-chloroethyl)-2'-fluoro-[1,1'-biphenyl]-4-sulfonamide ClCCNS(=O)(=O)C1=CC=C(C=C1)C1=C(C=CC=C1)F